O=C1NC(CCC1NC1=CC=C(C=C1)C1CCN(CC1)C(CC1CCN(CC1)C(=O)OC(C)(C)C)=O)=O tert-butyl 4-[2-[4-[4-[(2,6-dioxo-3-piperidyl)amino]phenyl]-1-piperidyl]-2-oxo-ethyl]piperidine-1-carboxylate